CN1N=C2C(=CC(=CC2=C1)C=1OC2=C(C=C(C=C2C(C1)=O)C)C(C)NC1=C(C(=O)O)C(=CC=C1)F)C 2-[1-[2-(2,7-Dimethylindazol-5-yl)-6-methyl-4-oxo-chromen-8-yl]ethylamino]-6-fluoro-benzoic acid